3-(4-{8-amino-5-[(3R)-3-aminopiperidine-1-carbonyl]-3-methylimidazo[1,5-a]pyrazin-1-yl}naphthalen-1-yl)-1-[3-(trifluoromethyl)phenyl]urea NC=1C=2N(C(=CN1)C(=O)N1C[C@@H](CCC1)N)C(=NC2C2=CC=C(C1=CC=CC=C21)NC(NC2=CC(=CC=C2)C(F)(F)F)=O)C